CC1=C(C(=CC=C1)C)NC1=NN(C2=NC(=NC=C21)NC2=CC=C1CCNCC1=C2)C 7-((3-((2,6-dimethylphenyl)amino)-1-methyl-1H-pyrazolo[3,4-d]pyrimidin-6-yl)amino)-1,2,3,4-tetrahydroisoquinoline